N-{[4-(3,3-difluorocyclobutyl)-3-fluorophenyl](phenyl)methyl}-4-fluoro-1-{2-[4-(trifluoromethyl)-1,3-oxazol-2-yl]acetyl}pyrrolidine-2-carboxamide FC1(CC(C1)C1=C(C=C(C=C1)C(NC(=O)C1N(CC(C1)F)C(CC=1OC=C(N1)C(F)(F)F)=O)C1=CC=CC=C1)F)F